C1(CCC1)N1C=NC2=NC(=NC(=C12)OC)OC[C@]12CCCN2C[C@@H](C1)F 7-Cyclobutyl-2-{[(2R,7aS)-2-fluorotetrahydro-1H-pyrrolizin-7a(5H)-yl]methoxy}-6-methoxy-7H-purine